NC1=NC=CC2=CC=C(C=C12)C1=CC2=C(N(N=C2C=C1)[C@@H]1CN(CC1)CCOC)COC1=C(C=CC=C1)CC(=O)OCC (S)-ethyl 2-(2-((5-(1-aminoisoquinolin-7-yl)-2-(1-(2-methoxyethyl)pyrrolidin-3-yl)-2H-indazol-3-yl)methoxy)phenyl)acetate